Iron (iii) stearate C(CCCCCCCCCCCCCCCCC)(=O)[O-].[Fe+3].C(CCCCCCCCCCCCCCCCC)(=O)[O-].C(CCCCCCCCCCCCCCCCC)(=O)[O-]